2-benzyl 1-(tert-butyl) (2R,4S)-4-(3-bromo-4-chlorobenzyl)pyrrolidine-1,2-dicarboxylate BrC=1C=C(C[C@H]2C[C@@H](N(C2)C(=O)OC(C)(C)C)C(=O)OCC2=CC=CC=C2)C=CC1Cl